7-[5-chloro-2-[2-(oxolan-2-yl)ethoxy]phenyl]-N-[(2,4-dimethoxyphenyl)methyl]cinnolin-4-amine ClC=1C=CC(=C(C1)C1=CC=C2C(=CN=NC2=C1)NCC1=C(C=C(C=C1)OC)OC)OCCC1OCCC1